(cis)-Methyl 4-(2-chloro-4-fluorophenyl)-6-(1-((3-(2-hydroxypropan-2-yl)cyclobutyl)sulfonyl)piperidin-4-yl)-2-(thiazol-2-yl)-1,4-dihydropyrimidine-5-carboxylate ClC1=C(C=CC(=C1)F)C1N=C(NC(=C1C(=O)OC)C1CCN(CC1)S(=O)(=O)[C@@H]1C[C@@H](C1)C(C)(C)O)C=1SC=CN1